N-(3,5-Bis-trifluoromethylphenyl)-5-chloro-2-hydroxybenzamid FC(C=1C=C(C=C(C1)C(F)(F)F)NC(C1=C(C=CC(=C1)Cl)O)=O)(F)F